ClC1=NC2=C(C=C(C=C2C=C1CN1N=NC(=C1C)C(C)=O)C)C chloro-6,8-dimethyl-3-((4-acetyl-5-methyl-1H-1,2,3-triazol-1-yl)methyl)quinoline